ClC1=CC(=CC=2N=C(OC21)N(C(C)C2=NC=CN=C2C2=NC=CC=N2)CC2CC2)C(F)(F)F 7-chloro-N-(cyclopropylmethyl)-N-[1-(3-pyrimidin-2-ylpyrazin-2-yl)ethyl]-5-(trifluoromethyl)-1,3-benzoxazol-2-amine